6-(2-amino-5-(4-((3R,5S)-3,5-dimethylpiperazin-1-yl)phenyl)-6-fluoropyridin-3-yl)-3,4-dihydroisoquinolin-1(2H)-one NC1=NC(=C(C=C1C=1C=C2CCNC(C2=CC1)=O)C1=CC=C(C=C1)N1C[C@H](N[C@H](C1)C)C)F